ethyl-propyleneglycol e-levulinate C(CCC(=O)C)(=O)O.C(C)C(C(C)O)O